COC1=C(C=C(C=C1)CCC)C1=NOC(=C1)CO (3-(2-methoxy-5-propylphenyl)isoOxazol-5-yl)methanol